N-(1-(4-(((3-cyano-6-(1-methyl-1H-pyrazol-4-yl)pyrazolo[1,5-a]pyridin-4-yl)oxy)methyl)pyridin-2-yl)azetidin-3-yl)acrylamide C(#N)C=1C=NN2C1C(=CC(=C2)C=2C=NN(C2)C)OCC2=CC(=NC=C2)N2CC(C2)NC(C=C)=O